CC1=CN=CC(=N1)N[C@H](C(=O)O)CCN(CCCCC1=NC=2NCCCC2C=C1)CCOC=1C(=NC=CC1)C (S)-2-((6-methylpyrazin-2-yl)amino)-4-((2-((2-methylpyridin-3-yl)oxy)ethyl)(4-(5,6,7,8-tetrahydro-1,8-naphthyridin-2-yl)butyl)amino)butanoic acid